(S)-3-(5-(4-((1-(4-((3R,4S)-3-(4-fluorophenyl)-7-hydroxyisochroman-4-yl)phenyl)piperidin-4-yl)methyl)piperazin-1-yl)-1-oxoisoindolin-2-yl)piperidine-2,6-dione FC1=CC=C(C=C1)[C@@H]1OCC2=CC(=CC=C2[C@@H]1C1=CC=C(C=C1)N1CCC(CC1)CN1CCN(CC1)C=1C=C2CN(C(C2=CC1)=O)[C@@H]1C(NC(CC1)=O)=O)O